2,2,6-trimethyl-alpha-propyl-cyclohexanepropanol CC1(C(C(CCC1)C)CCC(O)CCC)C